FC=1C=CC(=NC1C)C1CC2(C1)CCNCC2 2-(5-Fluoro-6-methylpyridin-2-yl)-7-azaspiro[3.5]nonane